N6-(2-chloropropanoyl)-L-lysine ClC(C(=O)NCCCC[C@H](N)C(=O)O)C